ClC1=C(OCC(=O)NC2CCN(CC2)CCOC2=CC=C(C=C2)Cl)C=CC=C1 2-(2-chlorophenoxy)-N-[1-[2-(4-chlorophenoxy)ethyl]piperidin-4-yl]acetamide